C1(=CC=CC=C1)P(C(C1=C(C=C(C=C1C)C)C)=O)C1=CC=CC=C1 Diphenyl-(2,4,6-Trimethylbenzoyl)Phosphine